O1CCN(CC1)N1N(CCCC1=O)N1CCOCC1 dimorpholinotetrahydropyridazinone